CO[C@H]1CC2=CCCN2C1 (2S,7aS)-2-methoxytetrahydro-1H-pyrrolizin